2-[3-(4-chloro-3-fluorophenyl)-1-ethyl-1H-1,2,4-triazol-5-yl]-N-(5-methyl-1,2-oxazol-3-yl)acetamide ClC1=C(C=C(C=C1)C1=NN(C(=N1)CC(=O)NC1=NOC(=C1)C)CC)F